3-((5-methoxy-4-(2-methyl-4-phenylpiperazin-1-yl)pyrimidin-2-yl)amino)benzenesulfonamide COC=1C(=NC(=NC1)NC=1C=C(C=CC1)S(=O)(=O)N)N1C(CN(CC1)C1=CC=CC=C1)C